copper-iron carbon [C].[Fe].[Cu]